C(C)(C)C1CCC(C(C1)CCC=O)=C 3-(5-isopropyl-2-methylene-cyclohexyl)-propionaldehyde